BrC1=C(OC2=C(C=CC=C2)[N+]#N)C=CC=C1.F[B-](F)(F)F.[H+] tetrafluoroboric acid 2-(2-bromophenoxy)phenyl-diazonium salt